N-[[5-chloro-2-(1-methylethyl)phenyl]methyl]-N-cyclopropyl-3-(difluoromethyl)-5-fluoro-1-methyl-1H-pyrazole-4-carboxamide ClC=1C=CC(=C(C1)CN(C(=O)C=1C(=NN(C1F)C)C(F)F)C1CC1)C(C)C